tert-Butyl 2-methoxy-6-vinyl-7-azaspiro[3.5]nonane-7-carboxylate COC1CC2(C1)CC(N(CC2)C(=O)OC(C)(C)C)C=C